F[B-](F)(F)F.F[B-](F)(F)F.ClC[N+]12CC[N+](CC1)(CC2)F Chloromethyl-4-fluoro-1,4-diazoniabicyclo[2.2.2]octane bis(tetrafluoroborate)